ClC1=CC(=C(N=N1)C(=O)[O-])NC1=CC=C(C=C1)N1C(CN(CC1)C)=O 6-chloro-4-((4-(4-methyl-2-oxopiperazin-1-yl)phenyl)amino)pyridazine-3-carboxylate